BrC=1C=CC(=C(N)C1)C=1NC=CC1 5-bromo-2-(1H-pyrrol-2-yl)aniline